C1(=CC=CC=2NC3=CC=CC=C3NC12)C(=O)O 5,10-dihydrophenazine-1-carboxylic acid